Octyl-acrylic amide C(CCCCCCC)C(C(=O)N)=C